C(#C)C=1C=CC(=C(C1)NC1=NC=NC2=CC=C(C=C12)[C@@H]1CNCC1)F N-(5-ethynyl-2-fluoro-phenyl)-6-[(3R)-pyrrolidin-3-yl]quinazolin-4-amine